C(=O)(O)C(O)C(O)C(=O)O.ClC1=CC=C(C=C1)C1=CC=C(N1C1=C(C=CC=C1)C(F)(F)F)C1=CC=C(C(=O)NCCN(C)C)C=C1 (R)-4-[5-(4-chlorophenyl)-1-[2-(trifluoromethyl)phenyl]pyrrol-2-yl]-N-[2-(dimethylamino)ethyl]benzamide tartrate salt